7-chloro-6-(6-ethoxy-5-methoxy-1H-benzo[d]imidazol-2-yl)-4-(4-methoxybenzyl)-2-methyl-2,4-dihydro-5H-pyrazolo[4,3-b]pyridin-5-one ClC=1C=2C(N(C(C1C1=NC3=C(N1)C=C(C(=C3)OC)OCC)=O)CC3=CC=C(C=C3)OC)=CN(N2)C